[Y].[Ir] iridium-yttrium